2-[(1-methyl-4-piperidyl)methyl]-5-[(2R,5S)-5-methyl-2-piperidyl]-1,3-benzothiazole CN1CCC(CC1)CC=1SC2=C(N1)C=C(C=C2)[C@@H]2NC[C@H](CC2)C